3-amino-N-(4-fluorophenyl)-6-(4-methoxyphenyl)-4-(trifluoromethyl)thieno[2,3-b]pyridine-2-carboxamide NC1=C(SC2=NC(=CC(=C21)C(F)(F)F)C2=CC=C(C=C2)OC)C(=O)NC2=CC=C(C=C2)F